6-(1H-imidazol-1-yl)-N-((1r,4r)-4-(2-methoxyethoxy)cyclohexyl)-4-methylpyridinecarboxamide N1(C=NC=C1)C1=CC(=CC(=N1)C(=O)NC1CCC(CC1)OCCOC)C